(3-(3-(trifluoromethyl)phenoxy)cyclopentyl)acrylamide FC(C=1C=C(OC2CC(CC2)C(C(=O)N)=C)C=CC1)(F)F